OC(C)(C)C=1C=C(OC1)C(=O)C=1C=NC=NC1 5-[4-(2-hydroxypropan-2-yl)-2-furoyl]pyrimidin